CN(C(=O)N1N=CN=C1)C1CC2CNC=3N(C2CC1)N=C(C3C(=O)N)C3=CC=C(C=C3)OC3=CC=CC=C3 7-(N-methyl-1H-1,2,4-triazole-1-carboxamido)-2-(4-phenoxyphenyl)-4,5,5a,6,7,8,9,9a-octahydro-pyrazolo[1,5-a]quinazoline-3-carboxamide